3-(2-bromo-4-chlorophenyl)-5-(trifluoromethyl)-1,2-oxazole BrC1=C(C=CC(=C1)Cl)C1=NOC(=C1)C(F)(F)F